C1(CC1)CNC1=C2C(=NC=3C=C(C(=CC13)OC)OCC=1C=NC(=CC1)C)CCC2 N-(cyclopropylmethyl)-7-methoxy-6-[(6-methylpyridin-3-yl)methoxy]-1H,2H,3H-cyclopenta[b]quinolin-9-amine